4-(Trifluoromethoxy)phenyl Isocyanate FC(OC1=CC=C(C=C1)N=C=O)(F)F